FC(C=1C(=C(C=C(C1)[N+](=O)[O-])\C(\C)=N/[S@](=O)C(C)(C)C)F)F (NZ,R)-N-[1-[3-(difluoromethyl)-2-fluoro-5-nitro-phenyl]ethylidene]-2-methyl-propane-2-sulfinamide